3-(3-bromophenyl)cyclobutanecarboxylic acid BrC=1C=C(C=CC1)C1CC(C1)C(=O)O